3-(cyclopropylamino)piperidine-1-carboxylic acid tert-butyl ester C(C)(C)(C)OC(=O)N1CC(CCC1)NC1CC1